N-(4-(4-(2-(benzo[d]isoxazol-3-yl)acetamido)-2,5-difluorophenoxy)pyridin-2-yl)Cyclopropanecarboxamide O1N=C(C2=C1C=CC=C2)CC(=O)NC2=CC(=C(OC1=CC(=NC=C1)NC(=O)C1CC1)C=C2F)F